COC1=C(C(=CC=C1)OC)P(NC(=O)C=1OC=CC1)C1=C(C=CC=C1OC)OC N-(bis(2,6-dimethoxyphenyl)phosphanyl)furan-2-carboxamide